O.O.ClC1=C(C=C2C(=C(NC2=C1)C1=C2C(=NC=C1)NN=C2CC(=O)NCCS(=O)(=O)O)C(C)C)C2CCNCC2.C(C2CO2)N2C(C=1C(C2=O)=CC=CC1)=O N-(2,3-Epoxypropyl)phthalimide 4-(6-chloro-3-isopropyl-5-(piperidin-4-yl)-1H-indol-2-yl)-1H-pyrazolo[3,4-b]pyridineacetyltaurate dihydrate